5-bromo-8-(methoxymethyl)-8,9-dihydropyrazino[1',2':1,5]pyrrolo[2,3-d]pyrimidin-4-amine BrC1=C2N(C=3N=CN=C(C31)N)CC(N=C2)COC